N1C=C(C2=CC=CC=C12)/C=C/C(=O)OCC([C@H](C(=O)NCCC(=O)N)OC(\C=C\C1=CNC2=CC=CC=C12)=O)(C)C [(3R)-4-[(3-amino-3-oxopropyl)amino]-3-[(E)-3-(1H-indol-3-yl)prop-2-enoyl]oxy-2,2-dimethyl-4-oxo-butyl] (E)-3-(1H-indol-3-yl)prop-2-enoate